C(C)(C)(C)OC(=O)N(C1=CC=C(C(=O)C2=CN=C3N2CCN(C3)C(=O)OC(C)(C)C)C=C1)[C@@H]1C[C@@H](N(C3=CC=CC=C13)C(CC)=O)C tert-butyl 3-(4-((tert-butoxycarbonyl) ((2S,4R)-2-methyl-1-propionyl-1,2,3,4-tetrahydroquinolin-4-yl)amino)benzoyl)-5,6-dihydroimidazo[1,2-a]pyrazine-7(8H)-carboxylate